C1(=CC=CC=C1)C1=CC(=C(C=C1)O)N=NC1=C(C=CC=C1)O 4-phenyl-azophenol